FC(C)(F)C=1C=C2C(=NC1)C(=CN2COCC[Si](C)(C)C)F 2-[[6-(1,1-difluoroethyl)-3-fluoro-pyrrolo[3,2-b]pyridin-1-yl]methoxy]ethyl-trimethyl-silane